N6-(2-(R)-propargylglycyl)lysine C(C#C)[C@@H](N)C(=O)NCCCC[C@H](N)C(=O)O